ClC=1C2=C(N=CN1)N(C=C2I)[C@@H]2C[C@@H]([C@@H]1[C@H]2OC(O1)(C)C)C1CN(CC1)C(=O)OC(C)(C)C tert-butyl 3-[(3aR,4R,6R,6aS)-6-{4-chloro-5-iodopyrrolo[2,3-d]pyrimidin-7-yl}-2,2-dimethyl-tetrahydro-3aH-cyclopenta[d][1,3]dioxol-4-yl]pyrrolidine-1-carboxylate